C(CCC)C1N(S(C2=C(N(C1)C1=CC=CC=C1)C=C(C(=C2)OCC(C(=O)O)OC)SC)(=O)=O)C 3-((3-butyl-2-methyl-7-(methylthio)-1,1-dioxido-5-phenyl-2,3,4,5-tetrahydro-1,2,5-benzothiadiazepin-8-yl)oxy)-2-methoxypropanoic acid